(2R,3S)-3-aminopentan-2-ol N[C@H]([C@@H](C)O)CC